Ethyl 2-(4-bromo-6-methyl-1-(tetrahydro-2H-pyran-2-yl)-1H-indazol-5-yl)-2,2-difluoroacetate BrC1=C2C=NN(C2=CC(=C1C(C(=O)OCC)(F)F)C)C1OCCCC1